NC1=CC=C(C=C1)C(C(=O)N(C)C)(C)C 2-(4-aminophenyl)-N,N,2-trimethyl-propanamide